OCC=1C=CC=2C3=C(C(NC2C1)=O)C=NN3C 7-(hydroxymethyl)-1-methyl-1H,4H,5H-pyrazolo[4,3-c]quinolin-4-one